ClC=1N=C(NC1[C@H]1[C@H](CN(CC1)S(=O)(=O)C1=CC=C(N=N1)NC(OC(C)(C)C)=O)C)C1=NC=C(C=C1)F Tert-butyl N-[6-[[(3R,4R)-4-[4-chloro-2-(5-fluoro-2-pyridyl)-1H-imidazol-5-yl]-3-methyl-1-piperidyl]sulfonyl]pyridazin-3-yl]carbamate